C(C1=CC=CC=C1)OC(=O)NC1=CC(=C(C=C1)C1CCN(CC1)C[C@@H]1CC[C@H](CC1)C(=O)OC(C)(C)C)F tert-butyl trans-4-((4-(4-(((benzyloxy)carbonyl)amino)-2-fluorophenyl)piperidin-1-yl)methyl)cyclohexane-1-carboxylate